tert-butyl 4-(1-methyl-2-(4-(methylsulfonyl)phenyl)-4-(trifluoromethyl)-1H-imidazo[4,5-c]pyridin-6-yl)-3,6-dihydropyridine-1(2H)-carboxylate CN1C(=NC=2C(=NC(=CC21)C=2CCN(CC2)C(=O)OC(C)(C)C)C(F)(F)F)C2=CC=C(C=C2)S(=O)(=O)C